(7,7-dimethyl-8-oxo-8-undecoxy-octyl) (2S,4S)-1-[8-(1-hexylnonoxy)-7,7-dimethyl-8-oxo-octyl]-4-prop-2-enoyloxy-pyrrolidine-2-carboxylate C(CCCCC)C(CCCCCCCC)OC(C(CCCCCCN1[C@@H](C[C@@H](C1)OC(C=C)=O)C(=O)OCCCCCCC(C(OCCCCCCCCCCC)=O)(C)C)(C)C)=O